2-((1-methyl-4-oxo-2-(trifluoromethyl)-1,4-dihydroquinolin-7-yl)amino)thiazole-5-carbonitrile CN1C(=CC(C2=CC=C(C=C12)NC=1SC(=CN1)C#N)=O)C(F)(F)F